NC=1CN(C(=C(N1)C1=CC=CC=C1)C=1C=C2C=NNC2=C(C1)Cl)CC1CCN(CC1)C 3-amino-6-(7-chloro-1H-indazol-5-yl)-N-((1-methylpiperidin-4-yl)methyl)-5-phenylpyrazine